2-[1-(4-bromophenyl)ethyl]benzisothiazol-3(2H)-one-1,1-dioxide BrC1=CC=C(C=C1)C(C)N1S(C2=C(C1=O)C=CC=C2)(=O)=O